C1(CC1)C(=O)NC1=NN=C(S1)CCC(CN1N=NC(=C1)C(=O)NCC1=NC=CC(=C1)C(F)(F)F)F 1-(4-(5-(cyclopropanecarboxamido)-1,3,4-thiadiazol-2-yl)-2-fluorobutyl)-N-((4-(trifluoromethyl)pyridin-2-yl)methyl)-1H-1,2,3-triazole-4-carboxamide